1,2-bistetrahydrofurylethane O1C(CCC1)CCC1OCCC1